ClC1=CC=C(C=C1)C(C)(C#C)C=1N=C(SC1)NC(=O)N1CCC(CC1)CO N-(4-(2-(4-chlorophenyl)-but-3-yn-2-yl)thiazol-2-yl)-4-(hydroxymethyl)-piperidine-1-carboxamide